2-Methyl-N-((1S)-1-(4-(S-methylsulfonimidoyl)phenyl)ethyl)-2-((R)-3-(3-(trifluoromethyl)phenoxy)pyrrolidin-1-yl)propanamide, hydrochloride Cl.CC(C(=O)N[C@@H](C)C1=CC=C(C=C1)S(=O)(=N)C)(C)N1C[C@@H](CC1)OC1=CC(=CC=C1)C(F)(F)F